N,7-dimethyl-N-Phenyl-[1,2,4]triazolo[4,3-a]quinazolin-5-amine CN(C1=NC=2N(C3=CC=C(C=C13)C)C=NN2)C2=CC=CC=C2